FC1=CC=C(C=N1)C1(CCN(CC1)C(=O)OC(C)(C)C)O tert-butyl 4-(6-fluoropyridin-3-yl)-4-hydroxypiperidine-1-carboxylate